ClC1=CC(=C2C(=N1)C(=C(S2)C(C)O)C)N(C(OC(C)(C)C)=O)CC=2OC=CC2 tert-butyl (5-chloro-2-(1-hydroxyethyl)-3-methylthieno[3,2-b]pyridin-7-yl)(furan-2-ylmethyl)carbamate